5-(4-fluoropiperidin-1-yl)-2-(3-hydroxypiperidin-1-yl)thiazolo[4,5-b]pyridin FC1CCN(CC1)C1=CC=C2C(=N1)N=C(S2)N2CC(CCC2)O